2,2,2-trichloroethyl (R)-2-ethyl-2,3-dihydrothieno[2',3':4,5]benzo[1,2-f][1,4]oxazepine-4(5H)-carboxylate C(C)[C@H]1OC2=C(CN(C1)C(=O)OCC(Cl)(Cl)Cl)C=C1C(=C2)SC=C1